C(C)OC(=O)C=1SC2=C(C1C)C=C(C=C2)S(N(CCC2=CC=C(C=C2)C)C2=C(C=CC=C2)N2CCN(CC2)C(=O)C=2SC=CC2Br)(=O)=O 5-(N-(2-(4-(3-bromothiophene-2-carbonyl)piperazin-1-yl)phenyl)-N-(4-methylphenethyl)sulfamoyl)-3-methylbenzothiophene-2-carboxylic acid ethyl ester